C(C)N(C#N)CCC=1OC(=NN1)C1=C(C=CC=C1)NC1=CC=C(C=C1)C(F)(F)F N-ethyl-N-(2-(5-(2-((4-(trifluoromethyl)phenyl)amino)phenyl)-1,3,4-oxadiazol-2-yl)ethyl)cyanamide